C1[C@H](NC2=CC=CC=C21)C(=O)O (S)-(-)-Indoline-2-carboxylic acid